2-(4-cyclopropyl-6-methoxypyrimidin-5-yl)-8-((4-(1-isopropyl-4-(trifluoromethyl)-1H-imidazol-2-yl)cuban-1-yl)methyl)pyrido[2,3-d]pyrimidin-7(8H)-one C1(CC1)C1=NC=NC(=C1C=1N=CC2=C(N1)N(C(C=C2)=O)CC21C3C4C5(C3C2C5C14)C=1N(C=C(N1)C(F)(F)F)C(C)C)OC